FC(C1=NN=C(S1)C1=NC=C2N1C=C(C=C2N2CC(N[C@@H](C2)COC)(C)C)S(=O)(=O)NC2(COC2)C)F |o1:20| (S or R)-3-(5-(difluoromethyl)-1,3,4-thiadiazol-2-yl)-8-(5-(methoxymethyl)-3,3-dimethylpiperazin-1-yl)-N-(3-methyloxetan-3-yl)imidazo[1,5-a]pyridine-6-sulfonamide